ClC=1C=CC(=C(C1)C1=C(N=CN1)C1=NC2=CC(=CN=C2C=C1)N1CC=2N(CC1)N=C(N2)C=2CN(CC2)C)F 2-[5-(5-chloro-2-fluoro-phenyl)-1H-imidazol-4-yl]-7-[2-(1-methyl-2,5-dihydropyrrol-3-yl)-6,8-dihydro-5H-[1,2,4]triazolo[1,5-a]pyrazin-7-yl]-1,5-naphthyridine